3-(5-bromo-1,3-thiazol-4-yl)-3-(oxacyclohex-2-yloxy)propan-1-ol BrC1=C(N=CS1)C(CCO)OC1OCCCC1